N1(CCOCC1)C1=CC=2N(C=C1)C=C(N2)C2=CC=C(C=C2)C 7-Morpholin-4-yl-2-p-tolyl-imidazo[1,2-a]pyridine